N[C@@H]1C2=CC=CC=C2CC12CCN(CC2)C=2NC(C1=C(N2)NN=C1C(=C)C=1C=NC=CC1Cl)=O (S)-6-(1-amino-1,3-dihydro-spiro[inden-2,4'-piperidin]-1'-yl)-3-(1-(4-chloropyridin-3-yl)vinyl)-1H-pyrazolo[3,4-d]pyrimidin-4(5H)-one